N-[(1S)-2-[3-hydroxy-4-(3-methylimidazol-4-yl)anilino]-1-[(1R)-7-(1-isopropyl-6-oxo-3-pyridyl)tetralin-1-yl]-2-oxo-ethyl]-2-methyl-pyrazole-3-carboxamide OC=1C=C(NC([C@H]([C@@H]2CCCC3=CC=C(C=C23)C2=CN(C(C=C2)=O)C(C)C)NC(=O)C=2N(N=CC2)C)=O)C=CC1C=1N(C=NC1)C